(E)-2-cyano-3-(5-(1-cyclohexyl-1,6-dihydroimidazo[4,5-d]pyrrolo[2,3-b]pyridin-2-yl)furan-2-yl)-N,N-dimethylacrylamide C(#N)/C(/C(=O)N(C)C)=C\C=1OC(=CC1)C1=NC=2C(=C3C(=NC2)NC=C3)N1C1CCCCC1